3-amino-2-nitro-5-bromopyridine NC=1C(=NC=C(C1)Br)[N+](=O)[O-]